1-Undecyl-4-ethylpyridinium cyanid [C-]#N.C(CCCCCCCCCC)[N+]1=CC=C(C=C1)CC